NC1=NC=2C=CC=CC2C2=C1N=C(N2CCCCN(C(=O)N)C2=CS(C2)(=O)=O)CC 1-(4-(4-amino-2-ethyl-1H-imidazo[4,5-c]quinolin-1-yl)butyl)-1-(1,1-dioxothietin-3-yl)urea